C(C1=CC=CC=C1)OC(C(=O)O)(CCC=C)C(F)(F)F 2-benzyloxy-2-(trifluoromethyl)hex-5-enoic acid